OC[C@H](C)N1C(C=2N(C(C1)=O)COC2C2=CNC1=CC=CC=C21)=O 7-((S)-1-hydroxypropan-2-yl)-1-(1H-indol-3-yl)-6,7-dihydro-3H-oxazolo[3,4-a]Pyrazine-5,8-dione